N1-[2-(dimethylamino)ethyl]-5-ethoxy-N1-methyl-N4-(6-(3,3,5,6-tetramethyl-2,3-dihydro-1H-pyrrolo[3,2-b]pyridin-1-yl)pyrimidin-4-yl)benzene-1,2,4-triamine CN(CCN(C=1C(=CC(=C(C1)OCC)NC1=NC=NC(=C1)N1CC(C2=NC(=C(C=C21)C)C)(C)C)N)C)C